[Co](Cl)Cl.C1(=CC=CC=C1)P([C-]1C=CC=C1)C1=CC=CC=C1.[C-]1(C=CC=C1)P(C1=CC=CC=C1)C1=CC=CC=C1.[Fe+2] (1,1'-bis(diphenylphosphino)ferrocene) cobalt (II) dichloride